C(C)(C)C1=C(C(=CC(=C1)C(C)C)C(C)C)C1C(CCCC1)=C1C(CCCC1)C1=C(C=C(C=C1C(C)C)C(C)C)C(C)C 2,2'-bis(2,4,6-triisopropylphenyl)-[1,1'-bi(cyclohexylidene)]